cis-2,4-diethyl-4,6,7,8-tetrahydro-5H-chromen-5-one C(C)C=1OC=2CCCC(C2C(C1)CC)=O